trivinyl-melamine C(=C)NC1=NC(=NC(=N1)NC=C)NC=C